CS(=O)(=O)C(CN)=C 2-(methylsulfonyl)prop-2-en-1-amine